FC1(C2CC=3C(=NNC3CC21C)C(=O)N)F 5,5-difluoro-5a-methyl-1H,4H,4aH,6H-cyclopropa[f]indazole-3-carboxamide